3-methoxy-4-((4-(((3-(N-methylmethylsulfonylamino)pyrazin-2-yl)methyl)amino)-5-(trifluoromethyl)pyrimidin-2-yl)amino)benzoic acid COC=1C=C(C(=O)O)C=CC1NC1=NC=C(C(=N1)NCC1=NC=CN=C1N(C)S(=O)(=O)C)C(F)(F)F